3-(difluoromethoxy)-1H-pyrazole FC(OC1=NNC=C1)F